rel-(R)-4-(7-fluoroimidazo[1,2-a]pyridin-3-yl)-7-((5-(2-(2-(methylamino)propan-2-yl)morpholino)pyridin-2-yl)amino)isoindolin-1-one FC1=CC=2N(C=C1)C(=CN2)C2=C1CNC(C1=C(C=C2)NC2=NC=C(C=C2)N2C[C@@H](OCC2)C(C)(C)NC)=O |o1:28|